1-(2-(2-(1H-tetrazol-5-yl)phenyl)-6-(benzyl(propyl)amino)pyridin-4-yl)-3-(3-methylisoxazol-5-yl)urea N1N=NN=C1C1=C(C=CC=C1)C1=NC(=CC(=C1)NC(=O)NC1=CC(=NO1)C)N(CCC)CC1=CC=CC=C1